OC=1C=CC2=C(C=C(O2)C=CC(=O)O)C1 5-Hydroxybenzofuranacrylic acid